5-(pyridin-2-ylmethyl)pyridin-2-amine N1=C(C=CC=C1)CC=1C=CC(=NC1)N